(S)-tert-butyl 2-(hydroxymethyl)morpholine-4-carboxylate OC[C@@H]1CN(CCO1)C(=O)OC(C)(C)C